4-[[2-(5-Chloro-2-hydroxy-phenyl)acetyl]amino]-N-[3-(hydroxymethyl)tetrahydrofuran-3-yl]pyridine-2-carboxamide ClC=1C=CC(=C(C1)CC(=O)NC1=CC(=NC=C1)C(=O)NC1(COCC1)CO)O